4-(3-(1H-[1,2,3]Triazolo[4,5-b]pyridin-5-yl)benzamido)phenyl 3-methylbutanoate CC(CC(=O)OC1=CC=C(C=C1)NC(C1=CC(=CC=C1)C1=CC=C2C(=N1)N=NN2)=O)C